4-(2-fluoro-4-methylphenyl)-6,7-dimethyl-2-((2S)-2-(1-methyl-1H-pyrazol-4-yl)-4-morpholinyl)pteridine FC1=C(C=CC(=C1)C)C1=NC(=NC2=NC(=C(N=C12)C)C)N1C[C@@H](OCC1)C=1C=NN(C1)C